trans-[(3S)-3-(4-fluorophenyl)isoxazolidin-2-yl]-[4-[[4-(3-hydroxyoxetan-3-yl)phenyl]methyl]cyclohexyl]methanone FC1=CC=C(C=C1)[C@H]1N(OCC1)C(=O)[C@@H]1CC[C@H](CC1)CC1=CC=C(C=C1)C1(COC1)O